tetrasodium 2,2',2'',2'''-((cyclohexane-1,4-diylbis(methylene))bis(azanetriyl))tetraacetate C1(CCC(CC1)CN(CC(=O)[O-])CC(=O)[O-])CN(CC(=O)[O-])CC(=O)[O-].[Na+].[Na+].[Na+].[Na+]